C(C=CC=CCCC)O 2,4-octadien-1-ol